FC1=CC=C(C=NC2=CC=C(C=C2)O)C=C1 4-((4-fluorobenzylidene)amino)phenol